CCCCCCCCCCCCCCCCCCCCCC(=O)N[C@@H](CO[C@H]1C(C([C@@H]([C@H](O1)CO)O[C@H]2C(C([C@H]([C@H](O2)CO)O)O)O)O)O)[C@@H](CCCCCCCCCCCCC)O N-(docosanoyl)-1-beta-lactosyl-hexadecasphinganine